BrC1=CC(=C(C=C1)C1(CCC1)NC(=O)C=1NC=CC1)F 1H-Pyrrole-2-carboxylic acid [1-(4-bromo-2-fluoro-phenyl)-cyclobutyl]-amide